carbomethoxy-2-nitrobenzaldehyde C(=O)(OC)C=1C(=C(C=O)C=CC1)[N+](=O)[O-]